2-(4-chloro-3-fluorophenoxy)-N-(4-{2-[(2,2-difluoro-2H-1,3-benzodioxol-5-yl)oxy]acetamido}-3-hydroxybicyclo[2.2.2]oct-1-yl)acetamide ethyl-n-hexyldithiocarbamate C(C)N(C(S)=S)CCCCCC.ClC1=C(C=C(OCC(=O)NC23CC(C(CC2)(CC3)NC(COC3=CC2=C(OC(O2)(F)F)C=C3)=O)O)C=C1)F